COCCOC=1C(=C(C=CC1)C1CC=2C=NN(C(C2CC1)=O)C1=NC=CC=N1)C 6-(3-(2-methoxyethoxy)-2-methylphenyl)-2-(pyrimidin-2-yl)-5,6,7,8-tetrahydrophthalazin-1(2H)-one